3-hydroxy-3-(pyridin-2-yl)propionitrile OC(CC#N)C1=NC=CC=C1